4-chloro-N-[[(4S)-2,2-dimethyl-1,3-dioxolan-4-yl]methyl]-7-methyl-phthalazin-1-amine ClC1=NN=C(C2=CC(=CC=C12)C)NC[C@@H]1OC(OC1)(C)C